FC1=C(C=CC=C1OC)C1=CC(=CC=C1)[C@H](CC(=O)OCC)NC(=O)NC=1C(N(C=CC1O)C)=O ethyl (S)-3-(2'-fluoro-3'-methoxybiphenyl-3-yl)-3-(3-(4-hydroxy-1-methyl-2-oxo-1,2-dihydro pyridin-3-yl)ureido)propanoate